FC(OC1=CC2=C(N=C(S2)N)C=C1)(F)F 6-(trifluoromethoxy)-1,3-benzothiazol-2-amine